FCC1=NC=C(C(=C1O)C=O)CO FLUOROPYRIDOXAL